zinc melamine salicylate C(C=1C(O)=CC=CC1)(=O)[O-].N1=C(N)N=C(N)N=C1N.[Zn+2].C(C=1C(O)=CC=CC1)(=O)[O-]